2'-(4,4,5,5-tetramethyl-1,3,2-dioxaborolan-2-yl)spiro[cyclopentane-1,9'-fluorene]-6'-carbonitrile CC1(OB(OC1(C)C)C1=CC=2C3(C4=CC=C(C=C4C2C=C1)C#N)CCCC3)C